(2-chloropyrido[3,4-b]pyrazin-7-yl)methyl acetate C(C)(=O)OCC1=CC=2C(=NC=C(N2)Cl)C=N1